FC([C@@H]1[C@](CN(CC1)C)(C)COC1=NC2=C(C(=C(C=C2C(=N1)N1C[C@@](CCC1)(O)C)F)C1=CC(=CC2=CC=C(C(=C12)C#C)F)O)F)F (R)-1-(2-(((3S,4S)-4-(difluoromethyl)-1,3-dimethylpiperidine-3-yl)methoxy)-7-((Sa)-8-ethynyl-7-fluoro-3-hydroxynaphthalen-1-yl)-6,8-difluoroquinazolin-4-yl)-3-Methylpiperidin-3-ol